C(C)OC1=C(C=C(C=N1)C1=NC(=C(C(=C1)N(C)CC(COC)(C)C)N)N)C(F)(F)F 6'-Ethoxy-N4-(3-methoxy-2,2-dimethylpropyl)-N4-methyl-5'-(trifluoromethyl)[2,3'-bipyridin]-4,5,6-triamine